6-(2,3-dichlorophenyl)-8-methyl-2-(methylthio)pyrido[2,3-d]pyrimidin ClC1=C(C=CC=C1Cl)C1=CC2=C(N=C(N=C2)SC)N(C1)C